1-(4-(5-HYDROXYSPIRO[2.3]HEXAN-5-YL)PYRIDIN-2-YL)-N-(6-METHOXY-1-METHYL-1H-INDAZOL-7-YL)-1H-PYRAZOLE-4-SULFONAMIDE OC1(CC2(CC2)C1)C1=CC(=NC=C1)N1N=CC(=C1)S(=O)(=O)NC=1C(=CC=C2C=NN(C12)C)OC